C(CCCCCCC\C=C/CCCCCCCC)N1C(=C(C(C=C1)=O)O)C N-oleyl-2-methyl-3-hydroxypyridin-4-one